4,4'-methylenebisphenyl isocyanate C(C1=CC=C(C=C1)N=C=O)C1=CC=C(C=C1)N=C=O